3,3,4,4,5,5,6,6,7,7,8,8,9,9,10,10,10-heptadecafluorodecanethiol FC(CCS)(C(C(C(C(C(C(C(F)(F)F)(F)F)(F)F)(F)F)(F)F)(F)F)(F)F)F